NC1=NC(=CC(=N1)C=1C(=C(C#N)C=CC1)C)C=1N=NN(C1)CC1=CNC2=CC(=CC=C12)OC1CCCC1 3-(2-amino-6-(1-((6-(cyclopentyloxy)-1H-indol-3-yl)methyl)-1H-1,2,3-triazol-4-yl)pyrimidin-4-yl)-2-methylbenzonitrile